C(C=C)(=O)N1CCN(CC1)C1=NC=NC2=C(C(=C(C=C12)Cl)C1=C(OCCOCCOCCC(=O)O)C=CC=C1F)F 3-(2-(2-(2-(4-(4-acryloylpiperazin-1-yl)-6-chloro-8-fluoroquinazolin-7-yl)-3-fluorophenoxy)ethoxy)ethoxy)propanoic acid